FC1=CC=C2C(N(C(=NC2=C1)N1CCCC1)NC(CCC1=CC(=CC=C1)F)=O)=O N-(7-Fluoro-4-oxo-2-pyrrolidin-1-yl-4H-quinazolin-3-yl)-3-(3-fluoro-phenyl)-propionamide